CC1CNC(CO1)C(F)(F)F 2-methyl-5-(trifluoromethyl)morpholine